C(=O)C1=C(OC[C@H]2N(CCCC2)C(=O)C2=C(C=O)C(=CC=C2)O)C=CC=C1O 2-[(2S)-2-[(2-formyl-3-hydroxyphenoxy)methyl]piperidine-1-carbonyl]-6-hydroxybenzaldehyde